CNC(=O)C1CCCC1 N-methylcyclopentanecarboxamide